4-chloropyrimidine-2-carbonitrile ClC1=NC(=NC=C1)C#N